C1(CC1)C1=C(C(=NO1)C1=C(C=CC=C1Cl)Cl)C1=CC2(C1)CCN(CC2)C2=NC=C(C(=N2)C(F)(F)F)C(=O)O 2-(2-(5-cyclopropyl-3-(2,6-dichlorophenyl)isoxazol-4-yl)-7-azaspiro[3.5]non-1-en-7-yl)-4-(trifluoromethyl)pyrimidine-5-carboxylic acid